CC1=C(C(=NO1)C1=CC=CC=C1)C1=C(C=CC=C1)S(=O)(=O)N 2-(5-methyl-3-phenylisoxazole-4-yl)benzenesulfonamide